CC1=NC=C(C=N1)NC(OC[C@@H]1OC2=C(C1)C1=C(N=C(S1)C=1C=C(C=C3C=C(C=NC13)OCC)Cl)C=C2F)=O (R)-(2-(6-chloro-3-ethoxyquinolin-8-yl)-5-fluoro-7,8-dihydrobenzofuro[5,4-d]thiazol-7-yl)methyl (2-methylpyrimidin-5-yl)carbamate